N1=C(C=NC=C1)C(=O)O pyrazinic acid